N-(trans-4-butoxycyclohexyl)-1,2,5,7-tetramethyl-4-oxo-4,5-dihydro-1H-pyrrolo[3,2-c]pyridine-3-carboxamide C(CCC)O[C@@H]1CC[C@H](CC1)NC(=O)C1=C(N(C2=C1C(N(C=C2C)C)=O)C)C